[(2S,6R)-4-benzyl-6-cyclopropylmorpholin-2-yl]methanol C(C1=CC=CC=C1)N1C[C@H](O[C@@H](C1)C1CC1)CO